C(C)C(C(NCCOCCNC(OC(C)(C)C)=O)=O)(CC)NC(OCC1C2=CC=CC=C2C=2C=CC=CC12)=O (9H-Fluoren-9-yl)methyl (13-ethyl-2,2-dimethyl-4,12-dioxo-3,8-dioxa-5,11-diazapentadecan-13-yl)carbamate